FC=1C=2N(C=C(C1)C1=NC3=CC=C(C=C3C=N1)N1C[C@@H](N([C@H](C1)C)C(=O)OC(C)(C)C)C)C=C(N2)CO tert-butyl (2S,6S)-4-{2-[8-fluoro-2-(hydroxymethyl)imidazo[1,2-a]pyridin-6-yl]quinazolin-6-yl}-2,6-dimethylpiperazine-1-carboxylate